C(C(=C)C)(=O)OC1=CC(=CC=C1)OC(C(=C)C)=O 1,3-bis-methacryloxy-benzene